2-(5-((4-(1,2-dihydroxyethyl)piperidin-1-yl)sulfonyl)-2-propoxyphenyl)-5-methyl-4-oxo-7-propyl-4,5-dihydro-3H-pyrrolo[3,2-d]pyrimidine-6-formaldoxime OC(CO)C1CCN(CC1)S(=O)(=O)C=1C=CC(=C(C1)C=1NC(C2=C(N1)C(=C(N2C)C=NO)CCC)=O)OCCC